N-((1R,3S,5s,7s)-2-(5-(3-cyano-6-ethoxypyrazolo[1,5-a]pyridin-4-yl)pyrazin-2-yl)-2-azaadamantan-5-yl)carboxamide C(#N)C=1C=NN2C1C(=CC(=C2)OCC)C=2N=CC(=NC2)N2[C@@H]1CC3CC(C[C@@H]2C3)(C1)NC=O